(S)-4-(6-fluoro-7-(N-(1-methylcyclopropyl)sulfamoyl)-9H-pyrimido[4,5-b]indol-4-yl)-N,N,2-trimethylpiperazine-1-carboxamide FC=1C=C2C3=C(NC2=CC1S(NC1(CC1)C)(=O)=O)N=CN=C3N3C[C@@H](N(CC3)C(=O)N(C)C)C